BrC=1C=C(C=CC1)\C(\C)=N/NS(=O)(=O)C1=CC=C(C=C1)C (Z)-N'-(1-(3-bromophenyl)ethylidene)-4-methylbenzenesulfonohydrazide